silicon dicumyl peroxide C(C)(C)(C1=CC=CC=C1)OOC(C)(C)C1=CC=CC=C1.[Si]